FC=1C=C(NC2=NC=C(C(=N2)N[C@H](CO)C2=CC=CC=C2)C(=O)OCCO)C=CC1S(=O)(=O)C 2-hydroxyethyl 2-(3-fluoro-4-methylsulfonyl-anilino)-4-[[(1S)-2-hydroxy-1-phenyl-ethyl]amino]pyrimidine-5-carboxylate